F[P-](F)(F)(F)(F)F.N1(N=NC2=C1C=CC=C2)C(=[N+](C)C)N(C)C N-[(1H-benzotriazol-1-yl)(dimethylamino)methylene]-N-methylmethan-aminium hexafluorophosphate